FC(C=C)F 3,3-difluoro-1-propene